6-(2-amino-5-(4-(4-(4,4-difluorobutyl)piperazin-1-yl)phenyl)-6-fluoropyridin-3-yl)-8-fluoro-3,4-dihydroisoquinolin-1(2H)-one NC1=NC(=C(C=C1C=1C=C2CCNC(C2=C(C1)F)=O)C1=CC=C(C=C1)N1CCN(CC1)CCCC(F)F)F